CC1=C(C=C(C=C1)C)NC(=O)NC1CCN(CC1)C1=CC(=CC=C1)OC 1-(2,5-dimethylphenyl)-3-(1-(3-methoxyphenyl)piperidin-4-yl)urea